(R)-3-amino-4-(5-(4-((5-chloropyridin-2-yl)oxy)phenyl)-2H-tetrazol-2-yl)butanoic acid N[C@H](CC(=O)O)CN1N=C(N=N1)C1=CC=C(C=C1)OC1=NC=C(C=C1)Cl